C(C)(C)C=1C(C2=CC=CC=C2C1)=O isopropyl-1-indenone